FC1=C(C=CC(=C1)N1CCNCC1)NC=1N=CC2=C(N1)N1C(C(=C2)C=2N=CSC2)=NCC1 N-(2-fluoro-4-(piperazin-1-yl)phenyl)-6-(thiazol-4-yl)-8,9-dihydroimidazo[1',2':1,6]pyrido[2,3-d]pyrimidin-2-amine